OC1=CC=C2C(=CC(OC2=C1)=O)N1CCOCC1 7-hydroxy-4-morpholinyl-coumarin